(2R,3S,4S,5R,6R)-2-(Acetoxymethyl)-6-(3-Azidopropoxy)Tetrahydro-2H-Pyran-3,4,5-Triyl Triacetate C(C)(=O)O[C@H]1[C@H](O[C@H]([C@@H]([C@H]1OC(C)=O)OC(C)=O)OCCCN=[N+]=[N-])COC(C)=O